C1(=CC=CC=C1)C1=CC2=C(C3=CC=CC=C3C(=C2C=C1)C=1C=CC(=NC1)C1=NC=CC=C1)C=1C=CC(=NC1)C1=NC=CC=C1 2-phenyl-9,10-bis(2,2'-bipyridyl-5-yl)anthracene